CC1(NN2NNNCCCC(CCC(CCC2)C)C)CC=C(C=C1)C 1,4,8,11-tetramethylanilinotetraazacyclotetradecane